BrC=1C=C(C=C(C1)Br)C1=CC=C(C=C1)C1=CC=CC=C1 2-(3',5'-dibromo-[1,1'-biphenyl]-4-yl)benzol